(1-(4-bromophenyl)cyclopropyl)methylamine BrC1=CC=C(C=C1)C1(CC1)CN